6-(2-hydroxy-2-methylpropoxy)-pyrazolo[1,5-a]pyridine-3-carbonitrile OC(COC=1C=CC=2N(C1)N=CC2C#N)(C)C